C(C)(C)(C)C1N(CCC2=CC=CC=C12)C(=O)O tert-butyl-3,4-dihydroisoquinoline-2(1H)-carboxylic acid